C(C=C)(=O)OOC1=CC=C(C(=O)C2=CC=CC=C2)C=C1 4-acryloxyoxybenzophenone